1-(2-tert-butylcyclohexanoyl)-2-butanol C(C)(C)(C)C1C(CCCC1)C(=O)CC(CC)O